(S)-N-(2-amino-4,5,6,7-tetrahydrobenzo[d]thiazol-6-yl)cyclopropanecarboxamide NC=1SC2=C(N1)CC[C@@H](C2)NC(=O)C2CC2